CC1(CNC2=CC(=CC=C12)NC(=O)C=1C(=NC=CC1)NCC1=CC=NC=C1)C N-(2,3-dihydro-3,3-dimethyl-1H-indol-6-yl)-2-[(4-picolyl)amino]-3-pyridinecarboxamide